4-[6-(2,2-difluoroethoxy)-3-[4-methoxy-3-(2-methoxyethoxy)benzyl]-2,4-dioxo-3,4-dihydroquinazolin-1(2H)-yl]piperidine-1-carbaldehyde FC(COC=1C=C2C(N(C(N(C2=CC1)C1CCN(CC1)C=O)=O)CC1=CC(=C(C=C1)OC)OCCOC)=O)F